CC[C@@H](CO)NCCN[C@@H](CC)CO The molecule is an ethylenediamine derivative that is ethane-1,2-diamine in which one hydrogen attached to each of the nitrogens is sutstituted by a 1-hydroxybutan-2-yl group (S,S-configuration). It is a bacteriostatic antimycobacterial drug, effective against Mycobacterium tuberculosis and some other mycobacteria. It is used (as the dihydrochloride salt) in combination with other antituberculous drugs in the treatment of pulmonary and extrapulmonary tuberculosis; resistant strains of M. tuberculosis are readily produced if ethambutol is used alone. It has a role as an antitubercular agent, an environmental contaminant and a xenobiotic. It is a member of ethanolamines and an ethylenediamine derivative.